BrC1=CC=CC2=C1OCCCN2C2=NC(N(C1=CC=CC(=C21)F)C([2H])([2H])[2H])=O 4-(9-bromo-3,4-dihydrobenzo[b][1,4]oxazepin-5(2H)-yl)-5-fluoro-1-(methyl-d3)quinazolin-2(1H)-one